5-Piperidin-1-yl-pent-2-enoic acid [4-(3-chloro-4-fluoro-phenylamino)-7-(2-piperidin-1-yl-ethoxy)-quinazolin-6-yl]-amide ClC=1C=C(C=CC1F)NC1=NC=NC2=CC(=C(C=C12)NC(C=CCCN1CCCCC1)=O)OCCN1CCCCC1